C[Si](C)(C)CN=[N+]=[N-] Trimethylsilylmethyl Azide